C1(CC1)C1=NN(C=N1)C1CC2(CN(C2)C(=O)N2CC3(CN(C3)S(=O)(=O)C=3C=NC=CC3)C2)C1 [6-(3-cyclopropyl-1,2,4-triazol-1-yl)-2-azaspiro[3.3]heptan-2-yl]-[2-(3-pyridylsulfonyl)-2,6-diazaspiro[3.3]heptan-6-yl]methanone